NC1=CC(=C(C(=C1C1=C(C=C2C=C(C(N(C2=N1)C=1C(=NC=CC1C)C(C)C)=O)C#N)Cl)F)F)F 7-(6-amino-2,3,4-trifluorophenyl)-6-chloro-1-(2-isopropyl-4-methylpyridin-3-yl)-2-oxo-1,2-dihydro-1,8-naphthyridine-3-carbonitrile